CC1=C(C=O)C(=CC(=C1)C#C[Si](C)(C)C)C 2,6-dimethyl-4-((trimethylsilyl)ethynyl)benzaldehyde